C(C)(C)(C)[S@@](=O)N[C@@H](CC(=O)OCC)C1=C(C(=CC(=C1)B1OC(C(O1)(C)C)(C)C)C(F)(F)F)F ethyl (S)-3-(((R)-tert-butylsulfinyl)amino)-3-(2-fluoro-5-(4,4,5,5-tetramethyl-1,3,2-dioxaborolan-2-yl)-3-(trifluoromethyl)phenyl)propanoate